2,2'-methylenebis(3-(pyridin-3-yl)phenol) C(C1=C(C=CC=C1C=1C=NC=CC1)O)C1=C(C=CC=C1C=1C=NC=CC1)O